N-((R)-7-(7,7-difluoro-2-((R)-2-(trifluoromethyl)azetidin-1-yl)-6,7-dihydro-5H-cyclopenta[d]pyrimidin-4-yl)isochroman-4-yl)methanesulfonamide FC1(CCC2=C1N=C(N=C2C2=CC=C1[C@H](COCC1=C2)NS(=O)(=O)C)N2[C@H](CC2)C(F)(F)F)F